NC=1C(=C(C=C2C=C(N=CC12)NC(O[C@@H]1[C@H](CCCC1)NC(C)=O)=O)C1=C(C2=C(OCCN2)N=C1)C)F (1S,2S)-2-Acetamidocyclohexyl (8-amino-7-fluoro-6-(8-methyl-2,3-dihydro-1H-pyrido[2,3-b][1,4]oxazin-7-yl)isoquinolin-3-yl)carbamate